N1N=NN=C1CCCCCCCCCCCC1=NN=NN1 5,5'-undecamethylenebis(1H-tetrazole)